3-([(3-ACETYLPHENYL)CARBAMOYL](METHYL)AMINO)PROPANOIC ACID C(C)(=O)C=1C=C(C=CC1)NC(=O)N(CCC(=O)O)C